ClC1=CC(=NC=N1)NCC=1N=C2N(C=C(C=C2S(=O)(=O)C)C2CC2)C1 6-chloro-N-((6-cyclopropyl-8-(methylsulfonyl)imidazo[1,2-a]pyridin-2-yl)methyl)pyrimidin-4-amine